trimethyl-(1,2,3,4,5-pentamethylcyclopentadienyl)platinum (IV) C[Pt](C1(C(=C(C(=C1C)C)C)C)C)(C)C